FC=1C=C(C=CC1OC)C1=CN=C2N1C=CN=C2NC2=CC(=C(C(=O)N1CCC(CC1)C(=O)NC1(CC1)C(=O)O)C=C2)C 1-[[1-[4-[[3-(3-fluoro-4-methoxyphenyl)imidazo[1,2-a]pyrazin-8-yl]amino]-2-methylbenzoyl]piperidine-4-carbonyl]amino]cyclopropane-1-carboxylic acid